1,3,5-tri-tert-butylaminobenzene C(C)(C)(C)NC1=CC(=CC(=C1)NC(C)(C)C)NC(C)(C)C